CC(C)(C)OC(=O)NS(=O)(=O)NC tert-Butyl N-(methylsulfamoyl)carbamate